3-(2-(5-(4-hydroxybenzylidene)-3-(4-tert-butylphenyl)-4-oxothiazolidine-2-ylidene)hydrazono)-5-bromo-1H-indol-2-one OC1=CC=C(C=C2C(N(C(S2)=NN=C2C(NC3=CC=C(C=C23)Br)=O)C2=CC=C(C=C2)C(C)(C)C)=O)C=C1